C(#C)C=1C(=CC=C2C=CC=C(C12)C1=CC=C2C(=NC(=NC2=C1F)OC[C@]12CCCN2C[C@@H](C1)F)C1N(C(CNC1)F)C(=O)[O-])F 7-(8-ethynyl-7-fluoronaphthalen-1-yl)-6,8-difluoro-2-(((2R,7aS)-2-fluorotetrahydro-1H-pyrrolizin-7a(5H)-ylmethoxy)quinazolin-4-yl)piperazine-1-carboxylate